ClC1=C(CC=2NC(=C(N2)C2=C(C=C(C=C2)Cl)Cl)C)C=CC=C1 2-(2-Chlorobenzyl)-4-(2,4-dichlorophenyl)-5-methylimidazole